CC1=C(C=CC=C1)B1OC(C)(C)C(C)(C)O1 2-methylphenylboronic acid pinacol ester